(4-(Cyclopropanecarbonyl)piperazin-1-yl)(4-((2S*,6R*)-2,6-dimethylmorpholino)-6-methoxyquinolin-3-yl)methanone C1(CC1)C(=O)N1CCN(CC1)C(=O)C=1C=NC2=CC=C(C=C2C1N1C[C@@H](O[C@@H](C1)C)C)OC |o1:25,27|